CC1=NC(=CC(=C1)C1=CC=C2C(=C(NC2=C1)C=1C=NC(=NC1)N1CCNCC1)C)C 6-(2,6-dimethylpyridin-4-yl)-3-methyl-2-(2-(piperazin-1-yl)pyrimidin-5-yl)-1H-indole